Methyl ((S)-3-cyclopropyl-2-(2-((S)-1-(2,3-difluorobenzyl)-5-oxopyrrolidin-2-yl)acetamido)propanoyl)-L-valinate C1(CC1)C[C@@H](C(=O)N[C@@H](C(C)C)C(=O)OC)NC(C[C@H]1N(C(CC1)=O)CC1=C(C(=CC=C1)F)F)=O